FC1=C(C=CC(=C1)F)C1(CC1)C(C(=O)N1CCC(CC1)O)NC(OC(C)(C)C)=O tertbutyl 1-(1-(2,4-difluorophenyl)cyclopropyl)2-(4-hydroxypiperidin-1-yl)2-oxoethylcarbamate